O=C1NC(CCC1N1CC2=CC=C(C=C2C1)F)=O 2-(2,6-dioxopiperidine-3-yl)-5-fluoroisoindoline